ClC[C@@H](N)C(=O)O beta-chloro-D-alanine